(3-methacrylamidophenyl)boronic acid C(C(=C)C)(=O)NC=1C=C(C=CC1)B(O)O